methyl 6-(4-(2-ethyl-4-phenylthiazol-5-yloxy)pyridin-2-ylamino)nicotinate C(C)C=1SC(=C(N1)C1=CC=CC=C1)OC1=CC(=NC=C1)NC1=NC=C(C(=O)OC)C=C1